5-((2R,3S,4R,5S)-5-acetamido-3,4-bis(benzoyloxy)-2-((benzoyloxy)methyl)piperidin-1-yl)pentanoic acid C(C)(=O)N[C@@H]1[C@H]([C@H]([C@H](N(C1)CCCCC(=O)O)COC(C1=CC=CC=C1)=O)OC(C1=CC=CC=C1)=O)OC(C1=CC=CC=C1)=O